2-Methyl-pentandiamin CC(C(N)N)CCC